(3aR,5s,6aS)-2-(2,2-dimethyltetrahydro-2H-pyran-4-yl)-N-(6-(2-methyl-2H-indazol-5-yl)pyridazin-3-yl)octahydrocyclopenta[c]pyrrol-5-amine CC1(OCCC(C1)N1C[C@@H]2[C@H](C1)CC(C2)NC=2N=NC(=CC2)C2=CC1=CN(N=C1C=C2)C)C